ClC=1C=C2C(=NC=NC2=CC1C1=CC(=CC=C1)F)N1CCN(CC1)C(C=C)=O 1-(4-(6-chloro-7-(3-fluorophenyl)quinazolin-4-yl)piperazin-1-yl)prop-2-en-1-one